(R,S)-5-((8-Methyl-4-oxochroman-7-yl)oxy)-5,6,7,8-tetrahydronaphthalene-2-carboxamide CC=1C(=CC=C2C(CCOC12)=O)O[C@H]1C=2C=CC(=CC2CCC1)C(=O)N